OCC(C)S(=O)(=O)O 1-Hydroxypropane-2-sulfonic acid